F[Sb-](F)(F)(F)(F)F.[CH2+]1=CC=CC2=NC3=CC=CC=C3C=C12 acridin-1-ium hexafluoroantimonate